(S)-5-fluoro-2,3-dimethyl-4-(5-(methylamino)cyclohex-1-en-1-yl)-1H-indole-7-carboxamide hydrochloride Cl.FC=1C(=C2C(=C(NC2=C(C1)C(=O)N)C)C)C1=CCC[C@@H](C1)NC